COC(=O)C1=CC(=NN1C=1SC(=C(N1)C1=CC=C(C=C1)C(F)(F)F)I)C 1-(5-Iodo-4-(4-(trifluoromethyl)phenyl)thiazol-2-yl)-3-methyl-1H-pyrazole-5-carboxylic acid methyl ester